FC=1C(=C2C(=NC(=NN2C1)NC1CCC2(COC2)CC1)OC)C=1C=CC2=C(N(N=N2)C[C@@H](C)F)C1 (R)-6-fluoro-5-(1-(2-fluoropropyl)-1H-benzo[d][1,2,3]triazol-6-yl)-4-methoxy-N-(2-oxaspiro[3.5]nonan-7-yl)pyrrolo[2,1-f][1,2,4]triazin-2-amine